N(=[N+]=[N-])CO[C@H]1[C@@H](O[C@@H]([C@H]1O)CO)N1C(NC(C=C1)=O)=O 1-((2R,3R,4R,5R)-3-(azidomethoxy)-4-hydroxy-5-(hydroxymethyl)tetrahydrofuran-2-yl)pyrimidine-2,4(1H,3H)-dione